bis(3-dimethylaminopropyl)aminoisopropyl alcohol CN(CCCN(CCCN(C)C)C(C)(C)O)C